isobutenyl-magnesium chloride C(=C(C)C)[Mg]Cl